N-(6-(6-(1-(tetrahydro-2H-pyran-4-yl)-1H-pyrazol-4-yl)imidazo[1,2-b]pyridazin-3-yl)pyridin-2-yl)-2-azaspiro[3.3]heptan-6-amine O1CCC(CC1)N1N=CC(=C1)C=1C=CC=2N(N1)C(=CN2)C2=CC=CC(=N2)NC2CC1(CNC1)C2